NCC1=CC(=NC=C1)S(=O)(=O)N1CC(CC(C1)C1CCCCC1)C(=O)N1CCS(CC1)(=O)=O (1-((4-(aminomethyl)pyridin-2-yl)sulfonyl)-5-cyclohexylpiperidin-3-yl)(1,1-dioxidothiomorpholino)methanone